The molecule is a gamma-lactone that is furan-2(5H)-one which is substituted by a methyl group at position 3 and by a [(1Z,3E)-2-methyl-4-(2,6,6-trimethylcyclohex-1-en-1-yl)buta-1,3-dien-1-yl]oxy group at position 5. It has a role as a plant hormone. It is a gamma-lactone and a cyclic acetal. CC1=C(C(CCC1)(C)C)/C=C/C(=C\\OC2C=C(C(=O)O2)C)/C